2-(2-ethyl-1H-imidazole-1-yl)acetonitrile C(C)C=1N(C=CN1)CC#N